CN1C=2C=NC(=NC2N(C(C1=O)=O)C1CCOCC1)NC=1C=C2C=CC=NC2=CC1C 5-methyl-2-((7-methylquinolin-6-yl)amino)-8-(tetrahydro-2H-pyran-4-yl)-5,8-dihydropteridine-6,7-dione